N-(4-fluorophenyl)-4-(methylsulfanyl)-6-oxo-6'-(trifluoromethyl)-1,2,3,6-tetrahydro-[2,3'-bipyridine]-5-carboxamide FC1=CC=C(C=C1)NC(=O)C1=C(CC(NC1=O)C=1C=NC(=CC1)C(F)(F)F)SC